C(C)OC1=C(C=C(C=C1)C1=NOC(=N1)N1CCC(CC1)C(=O)O)OC 1-(3-(4-ethoxy-3-methoxyphenyl)-1,2,4-oxadiazol-5-yl)piperidine-4-carboxylic acid